N-(3-(2-((4-(2-methoxyethoxy)phenyl)amino)quinazolin-8-yl)phenyl)acrylamide tert-butyl-(8-chloro-6-(N-(1-methylcyclopropyl)sulfamoyl)isoquinolin-3-yl)carbamate C(C)(C)(C)N(C(O)=O)C=1N=CC2=C(C=C(C=C2C1)S(NC1(CC1)C)(=O)=O)Cl.COCCOC1=CC=C(C=C1)NC1=NC2=C(C=CC=C2C=N1)C=1C=C(C=CC1)NC(C=C)=O